O=C1N(C=CC(=N1)O)C=1C(NC(NC1)=O)=O 2-oxo-4-hydroxy-1,2-dihydropyrimidin-1-yl-(uracil)